O.O.Cl.Cl.CN(C1=C2C=CC=C(C2=CC=C1)S(=O)(=O)NC1=CC=C(C=C1)CN1CCOCC1)C 5-(DIMETHYLAMINO)-N-(4-(MORPHOLINOMETHYL)PHENYL)NAPHTHALENE-1-SULFONAMIDE DI-HYDROCHLORIDE DI-HYDRATE